(5-bromo-3-chloropyridin-2-yl)ethan-1-one BrC=1C=C(C(=NC1)C(C)=O)Cl